2-(4-(5-((2-(trifluoromethyl)pyridin-3-yl)thio)-1H-imidazo[4,5-b]pyrazin-2-yl)-1,4-diazepan-1-yl)ethan-1-ol FC(C1=NC=CC=C1SC=1N=C2C(=NC1)NC(=N2)N2CCN(CCC2)CCO)(F)F